C(C)[C@H]1CC[C@@H](N(C1)C(C(=O)NC=1C=C(C=NC1)C(=O)N)=O)C1=CC=CC=C1 5-[[2-[(2R,5S)-5-ethyl-2-phenyl-1-piperidyl]-2-oxo-acetyl]amino]pyridine-3-carboxamide